Cl.N1(CCNCC1)C=1C=C(C=CC1)[C@H](CC(=O)OC)CN1C[C@@H](CC1)CCC1=NC=2NCCCC2C=C1 Methyl (S)-3-(3-(piperazin-1-yl)phenyl)-4-((R)-3-(2-(5,6,7,8-tetrahydro-1,8-naphthyridin-2-yl)ethyl)pyrrolidin-1-yl)butanoate hydrochloride